(R)-6-(6-cyclopropylimidazo[1,2-b]pyridazin-3-yl)-N-(piperidin-3-yl)pyridin-2-amine C1(CC1)C=1C=CC=2N(N1)C(=CN2)C2=CC=CC(=N2)N[C@H]2CNCCC2